C(C)OCCCN ethyl-(3-aminopropyl) ether